B([O-])([O-])[O-].[Li+].FC(=C(F)F)F.[Li+].[Li+] tetrafluoroethylene Lithium borate